OC=1C=C(C=CC1C=1N=NC(=CC1)N(C1CC(NC(C1)(C)C)(C)C)C)C=1C=C(C=NC1)O 5-(3-hydroxy-4-(6-(methyl(2,2,6,6-tetramethylpiperidin-4-yl)amino)pyridazin-3-yl)phenyl)pyridin-3-ol